C(C)(C)(C)OC(=O)NC=1SC2=C(N1)C=CC=C2F 2-(tert-butoxycarbonylamino)-7-fluoro-1,3-benzothiazol